FC(OC1=CC=C(C=C1)C1=NC2=C(N1CC1=C(OCC=3C=C(C=CC3)CC(=O)O)C=CC=C1)C=CC=C2)(F)F 2-(3-((2-((2-(4-(trifluoromethoxy)phenyl)-1H-benzo[d]imidazol-1-yl)methyl)phenoxy)methyl)phenyl)acetic acid